CC(C)(C)C1=CC=C(C=C1)OC(=O)C2=CC=CC=C2O p-tert-butylphenyl salicylate